CN1C[C@@H]2[C@@H](OCCN2C2=CC(=C(N=N2)C2=C(C=C(C=C2)C)O)C(F)F)CC1 2-[6-[(4aR,8aS)-6-methyl-3,4a,5,7,8,8a-hexahydro-2H-pyrido[4,3-b][1,4]oxazin-4-yl]-4-(difluoromethyl)pyridazin-3-yl]-5-methyl-phenol